6-aminomethyl-1,1-dioxo-1,2-benzothiazol-3-one NCC1=CC2=C(C(NS2(=O)=O)=O)C=C1